ClC=1C=C2C(=NC1)[C@]1([C@@](O2)([C@@H]([C@H](C1=O)C(=O)OC)C1=CC=CC=C1)C1=CC=C(C=C1)C(F)(F)F)O |r| rac-methyl (5aR,6S,7R,8aR)-3-chloro-8a-hydroxy-8-oxo-6-phenyl-5a-(4-(trifluoromethyl)phenyl)-5a,7,8,8a-tetrahydro-6H-cyclopenta[4,5]furo[3,2-b]pyridine-7-carboxylate